bis(2-hexyldecyl) 16-(2-(diethylamino)ethyl)-10,22-dihexyl-12,20-dioxo-11,13,19,21-tetraoxa-16-azahentriacontanedioate C(C)N(CCN(CCOC(OC(CCCCCCCCC(=O)OCC(CCCCCCCC)CCCCCC)CCCCCC)=O)CCOC(OC(CCCCCCCCC(=O)OCC(CCCCCCCC)CCCCCC)CCCCCC)=O)CC